(R)-(4-fluorophenyl)(8-methyl-3-(3-methyl-1,2,4-thiadiazol-5-yl)-1-(1,2,3,6-Tetrahydropyridin-4-yl)-5,6-dihydroimidazo[1,5-a]pyrazin-7(8H)-yl)methanone FC1=CC=C(C=C1)C(=O)N1[C@@H](C=2N(CC1)C(=NC2C=2CCNCC2)C2=NC(=NS2)C)C